C(CCC)NCC(CO)O 3-butylamino-1,2-propanediol